tert-butyl 4-[3-(2,6-dimethylphenyl)-2-pyridyl]piperazine-1-carboxylate CC1=C(C(=CC=C1)C)C=1C(=NC=CC1)N1CCN(CC1)C(=O)OC(C)(C)C